C(C=C)(=O)N1CCN(CC1)C(C=C)=O 1,4-bis(acryloyl)-piperazine